4-(4-(diethylamino)styryl)-1-(2-ethoxy-2-oxoethyl)pyridin-1-ium bromide [Br-].C(C)N(C1=CC=C(C=CC2=CC=[N+](C=C2)CC(=O)OCC)C=C1)CC